N-(Dimethyl(oxo)λ6-sulfaneylidene)-4-((4-(isoindolin-2-ylmethyl)-2-(methyl-sulfonyl)phenoxy)methyl)benzamide CS(=NC(C1=CC=C(C=C1)COC1=C(C=C(C=C1)CN1CC2=CC=CC=C2C1)S(=O)(=O)C)=O)(=O)C